2-(4-(4-(tert-butoxycarbonyl)piperazin-1-yl)-3-(trifluoromethyl)phenyl)-4-hydroxy-4-methyl-6-oxocyclohexane-1,3-dicarboxylate C(C)(C)(C)OC(=O)N1CCN(CC1)C1=C(C=C(C=C1)C1C(C(CC(C1C(=O)[O-])(C)O)=O)C(=O)[O-])C(F)(F)F